(S)-1-propenoyl-4-(3-((4-(trifluoromethyl)phenyl)amino)pyrazin-2-yl)piperazine-2-carboxamide C(C=C)(=O)N1[C@@H](CN(CC1)C1=NC=CN=C1NC1=CC=C(C=C1)C(F)(F)F)C(=O)N